2-((2-iodo-4-methyl-6-nitrophenyl)amino)acetic acid methyl ester COC(CNC1=C(C=C(C=C1[N+](=O)[O-])C)I)=O